2,3,4,5-tetrakis(3-methyl-9H-carbazol-9-yl)-6-(pyridin-3-yl)benzonitrile CC=1C=CC=2N(C3=CC=CC=C3C2C1)C1=C(C#N)C(=C(C(=C1N1C2=CC=CC=C2C=2C=C(C=CC12)C)N1C2=CC=CC=C2C=2C=C(C=CC12)C)N1C2=CC=CC=C2C=2C=C(C=CC12)C)C=1C=NC=CC1